CO[C@@H]1[C@@H]2CNC[C@H](C1)N2C(=O)OC(C)(C)C tert-butyl (1S,5S,6S)-6-methoxy-3,8-diazabicyclo[3.2.1]octane-8-carboxylate